(2S)-2,3-di(tetradecanoyloxy) propyl 2-(trimethylammonio) ethylene phosphate P(=O)([O-])([O-])[O-].C(CCCCCCCCCCCCC)(=O)O[C@@H](CC=C[N+](C)(C)C)COC(CCCCCCCCCCCCC)=O.C(CCCCCCCCCCCCC)(=O)O[C@@H](CC=C[N+](C)(C)C)COC(CCCCCCCCCCCCC)=O.C(CCCCCCCCCCCCC)(=O)O[C@@H](CC=C[N+](C)(C)C)COC(CCCCCCCCCCCCC)=O